ClC1=C2C(=C(NC2=CC=C1F)C(=O)N1CCC2(COC2)CC1)F (4-chloro-3,5-difluoro-1H-indol-2-yl)(2-oxa-7-azaspiro[3.5]nonan-7-yl)methanone